NCC(=O)NCCNC(=O)C1=C(C(=C(S1)NC(C(CC)C1=CC=C(C=C1)F)=O)C(=O)OC)C methyl 5-((2-(2-aminoacetamido)ethyl)carbamoyl)-2-(2-(4-fluorophenyl)butanamido)-4-methylthiophene-3-carboxylate